2-(2-bromoethoxy)-2-methylpropane BrCCOC(C)(C)C